N-{[(3aR,4R,6R,6aS)-6-{4-chloropyrrolo[2,3-d]pyrimidin-7-yl}-2,2-dimethyl-tetrahydro-3aH-cyclopenta[d][1,3]dioxol-4-yl]methyl}-1,3-thiazol-5-amine ClC=1C2=C(N=CN1)N(C=C2)[C@@H]2C[C@@H]([C@@H]1[C@H]2OC(O1)(C)C)CNC1=CN=CS1